NC1=CC=C(CN([C@@H]2CC[C@H](CC2)C(=O)OC)C(C)C)C=C1 methyl trans-4-((4-aminobenzyl)(isopropyl)amino)cyclohexane-1-carboxylate